BrC=1C=C(C=CC1)NCC12CCC(CC1)(CC2)NC(OC(C)(C)C)=O tert-butyl (4-(((3-bromophenyl) amino) methyl)bicyclo[2.2.2]octan-1-yl)carbamate